(S)-2-Amino-3-methyl-butyric acid (2R,3R,1bR)-3-isobutyl-9,10-dimethoxy-1,3,4,6,7,11b-hexahydro-2H-pyrido[2,1-a]isoquinolin-2-yl ester C(C(C)C)[C@H]1[C@@H](CC2N(CCC3=CC(=C(C=C23)OC)OC)C1)OC([C@H](C(C)C)N)=O